7-(4-hydroxy-3-methoxyphenyl)-1-phenyl-4-hepten-3-one OC1=C(C=C(C=C1)CCC=CC(CCC1=CC=CC=C1)=O)OC